(R)-N-((1R,2R)-1-(8-fluoro-2,3-dihydrobenzo[b][1,4]dioxin-6-yl)-1-hydroxy-3-(pyrrolidin-1-yl)propan-2-yl)-1-(6-fluoronaphthalen-2-yl)pyrrolidine-3-carboxamide FC1=CC(=CC2=C1OCCO2)[C@H]([C@@H](CN2CCCC2)NC(=O)[C@H]2CN(CC2)C2=CC1=CC=C(C=C1C=C2)F)O